7-bromo-1-cyclopropyl-5-(2,2-dimethylpropylsulfonyl)benzimidazole BrC1=CC(=CC2=C1N(C=N2)C2CC2)S(=O)(=O)CC(C)(C)C